nonafluoromethoxybutane COC(C(C(F)(F)F)(C(F)(F)F)F)(F)F.COC(C(C(C(F)(F)F)(F)F)(F)F)(F)F